CC1=C(C=C)C=CC=C1C 2,3-dimethylstyrene